ClN1CC=CC=C1 N-chloropyridine